N'-[(1E)-(2,5-dibromothiophen-3-yl)methylidene]-4-methylbenzenesulfonohydrazide BrC=1SC(=CC1\C=N\NS(=O)(=O)C1=CC=C(C=C1)C)Br